OC(CN1CCC(CC1)NC1=C2C=C(N(C2=CC=C1)CC(F)(F)F)C=1C=C(C=CC1)NC(C)=O)COC N-(3-(4-((1-(2-hydroxy-3-methoxypropyl)piperidin-4-yl)amino)-1-(2,2,2-trifluoroethyl)-1H-indol-2-yl)phenyl)acetamide